N[C@@H]1CC[C@H](CC1)N trans-1,4-Diaminocyclohexan